O=C1NC(CCC1N1C(C2=CC=C(C=C2C1=O)N1CC(C1)C(=O)N1CCC(CC1)CN1CCN(CC1)C1=CC=C(C=C1)NC1=C2N=CNC2=NC=N1)=O)=O 6-((4-(4-((1-(1-(2-(2,6-dioxopiperidin-3-yl)-1,3-dioxoisoindolin-5-yl)azetidine-3-carbonyl)piperidin-4-yl)methyl)piperazin-1-yl)phenyl)amino)-9H-purine